1,2-Dichloro-4-(prop-1-en-2-yl)benzene ClC1=C(C=C(C=C1)C(=C)C)Cl